bromo-tungsten Br[W]